C(CCCCCCC)C(C(=O)O)(O)C.C(C(O)C)(=O)OCCCCCCCC n-octyl lactate (n-octyl lactate)